CC(=CCC/C(=C/CC/C(=C/CC/C(=C\\CC/C(=C\\CC/C(=C\\CC/C(=C\\CC/C(=C\\CC/C(=C\\CC/C(=C\\CC/C(=C\\COP(=O)([O-])OP(=O)([O-])O[C@@H]1[C@@H]([C@H]([C@@H]([C@H](O1)CO)O[C@H]2[C@@H]([C@H]([C@@H]([C@H](O2)CO)OP(=O)([O-])OC[C@@H](COP(=O)([O-])OC[C@@H](COP(=O)([O-])OC[C@@H]([C@@H]([C@@H](CO)O)O)O)O)O)O)NC(=O)C)O)NC(=O)C)/C)/C)/C)/C)/C)/C)/C)/C)/C)/C)C The molecule is an organophosphate oxoanion obtained by global deprotonation of the phosphate and diphosphate functions of 4-O-({poly[1-D-ribitylphosphonato]}-di{[2R]-1-glycerylphosphonato})-N-acetyl-beta-D-mannosaminyl-(1->4)-N-acetyl-alpha-D-glucosaminyl ditrans,octacis-undecaprenyl diphosphate It is an organophosphate oxoanion and a polyanionic polymer.